N[C@H]1CN(C[C@@H](C1)C(F)(F)F)C(=O)OCC1=CC=CC=C1 benzyl (3R,5R)-3-amino-5-(trifluoromethyl)piperidine-1-carboxylate